C1(CCCC1)[C@@H](C(=O)N([C@@H](CC(=O)O)C(=O)N1CCOCC1)CC)N(C)C(=O)OCC1C2=CC=CC=C2C=2C=CC=CC12 (3S)-3-[[(2S)-2-cyclopentyl-2-[9H-fluoren-9-ylmethoxycarbonyl(methyl)amino]acetyl]-ethyl-amino]-4-morpholino-4-oxo-butanoic acid